4-bromo-2-(hydroxyimino)-6-methyl-2,3-dihydro-1H-inden-1-one BrC1=C2CC(C(C2=CC(=C1)C)=O)=NO